CN(CCOC1=CC=C(C=C1)C(=O)C1=CC=C(C=C1)O)C [4-[2-(dimethylamino)ethoxy]-phenyl](4-hydroxyphenyl)methanone